methyl heptadecanoate (methyl margarate) CC(C(=O)O)CCCCCCCCCCCCCCC.C(CCCCCCCCCCCCCCCC)(=O)OC